ClC=1C=C2C(=CNC2=CC1)NC(=O)NC=1C=NC(=C(C1)F)OCCSC(F)(F)F 1-(5-chloro-1H-indol-3-yl)-3-(5-fluoro-6-(2-(trifluoromethylthio)ethoxy)pyridin-3-yl)urea